N-(5-((5-nitrooxazol-2-yl)thio)-1,3,4-thiadiazol-2-yl)propanamide [N+](=O)([O-])C1=CN=C(O1)SC1=NN=C(S1)NC(CC)=O